2-amino-3-chloro-1,4-naphthoquinone NC=1C(C2=CC=CC=C2C(C1Cl)=O)=O